1-(benzo[d]oxazol-6-yl)ethan-1-ol O1C=NC2=C1C=C(C=C2)C(C)O